(3-chloro-2-ethyl-phenyl)-acetic acid ClC=1C(=C(C=CC1)CC(=O)O)CC